CC1(OB(OC1(C)C)C1=C(C=CC=2SC=CC21)C)C 4,4,5,5-tetramethyl-2-(5-methylbenzo[b]thiophen-4-yl)-1,3,2-dioxaborolane